FC12CC(C1)(C2)CN(C(OC(C)(C)C)=O)[C@H]2CNCCC2 tert-butyl (R)-((3-fluorobicyclo[1.1.1]pentan-1-yl)methyl)(piperidin-3-yl)carbamate